Trans-2-trimethylsilylethyl N-[[5-[2,2-dimethyl-5-(pyrazolo[1,5-a]pyrimidine-3-carbonylamino)-3H-benzofuran-6-yl]-1,3-dioxan-2-yl]methyl]-N-methyl-carbamate CC1(OC2=C(C1)C=C(C(=C2)[C@H]2CO[C@@H](OC2)CN(C(OCC[Si](C)(C)C)=O)C)NC(=O)C=2C=NN1C2N=CC=C1)C